C(=O)C=1C=C(COCC(=O)O)C=CC1 2-((3-formylbenzyl)oxy)acetic acid